N-[(1R)-2-hydroxy-1-phenyl-ethyl]chromane-6-carboxamide OC[C@@H](C1=CC=CC=C1)NC(=O)C=1C=C2CCCOC2=CC1